COC=1C=C2C(=CNC2=CC1OC)CCN(C(C)C)C N-[2-(5,6-dimethoxy-1H-indol-3-yl)ethyl]-N-methylpropan-2-amine